pyrimidinyl-amino-pyrazole N1=C(N=CC=C1)C=1C(=NNC1)N